The molecule is a dipyridodiazepine that is nevirapine in which one of the hydrogens of the methyl group has been substituted by a hydroxy group. It is a metabolite of the anti-HIV drug, nevirapine. It has a role as a drug metabolite. It is a member of cyclopropanes, a dipyridodiazepine and an aromatic primary alcohol. It derives from a nevirapine. C1CC1N2C3=C(C=CC=N3)C(=O)NC4=C(C=CN=C42)CO